C(C)(=O)C=1C(OC2=C(C1N1CCOCC1)C=CC(=C2)NC2=NC=C(C(=C2)C2=C(C=C(C=C2)F)OC)Cl)=O 3-acetyl-7-{[5-chloro-4-(4-fluoro-2-methoxyphenyl)pyridin-2-yl]amino}-4-morpholino-2H-benzopyran-2-one